CC1=CC(=NN1C1CCNCC1)C(F)(F)F 5-methyl-1-(piperidin-4-yl)-3-(trifluoromethyl)-1H-pyrazole